(1R,2R,3S,4R,5S)-4-(5-chloro-7-((2,5-dichlorobenzyl)amino)-3H-imidazo[4,5-b]Pyridin-3-yl)bicyclo[3.1.0]Hexane-2,3-diol ClC1=CC(=C2C(=N1)N(C=N2)[C@H]2[C@@H]([C@@H]([C@@H]1C[C@H]21)O)O)NCC2=C(C=CC(=C2)Cl)Cl